C(C)(C)(C)OC(=O)N[C@@H]1CC[C@H](OC1)C(=O)OC methyl (2S,5R)-5-(tert-butoxycarbonylamino)tetrahydropyran-2-carboxylate